ClC1=CC(=CC=C1)C#C 1-chloro-3-ethynylbenzene